COC(OC)[SiH2]C1=CC(=CC=C1)C=C dimethoxymethyl-(3-vinylphenyl)silane